(tetrahydro-2H-pyran-4-yl)-2,6-dihydropyrido[3,4-d]pyridazine-1,7-dione O1CCC(CC1)N1N=CC=2C(C1=O)=CC(NC2)=O